C(C)OC(=O)C1=CC(=NN1C)C1=CC(=CC=C1)C(F)(F)F.C(=C)(C)C1=C(C=CC=C1)C(=C)C DiIsopropenyl-Benzene ethyl-1-methyl-3-[3-(trifluoromethyl)phenyl]-1H-pyrazole-5-carboxylate